C(=O)O.NC1=CN=NC2=CC(=CC=C12)C=1C=C(C=CC1C(NC(C)C)=O)B(O)O [3-(4-AMINOCINNOLIN-7-YL)-4-(PROPAN-2-YLCARBAMOYL)PHENYL]BORONIC ACID FORMIC ACID SALT